pyridine-1(6H)-sulfonamide trifluoroacetate FC(C(=O)O)(F)F.N1(C=CC=CC1)S(=O)(=O)N